FC(C1=CC(=NC(=N1)S(=O)(=O)C)C=1C=CC(N(C1)CC1=CC(=C(C=C1)OC)OC)=O)F 5-(6-(difluoromethyl)-2-(methylsulfonyl)pyrimidin-4-yl)-1-(3,4-dimethoxybenzyl)pyridin-2(1H)-one